NCCCN1CCN(CC1)CCCN bis-(3-aminopropyl)-piperazine